3,5-Difluoro-4-(1-isopropyl-1H-pyrazol-4-yl)pyridin-2-amine FC=1C(=NC=C(C1C=1C=NN(C1)C(C)C)F)N